2,4-dimethylphenyl-1,3,5-triazine CC1=C(C=CC(=C1)C)C1=NC=NC=N1